CC(C(CC)(C1=CC=CC=C1)C)(CC)C1=CC=CC=C1 Dimethyl-3,4-diphenylhexane